N-(3-(tert-butyl)-5-cyclopropylbenzyl)-N-(3-((2-(dimethylamino)-3,4-dioxocyclobut-1-en-1-yl)amino)propyl)-2-(N-(2-fluorobenzyl)-(2,3,4,5,6-pentafluorophenyl)sulfonamido)acetamide C(C)(C)(C)C=1C=C(CN(C(CN(S(=O)(=O)C2=C(C(=C(C(=C2F)F)F)F)F)CC2=C(C=CC=C2)F)=O)CCCNC2=C(C(C2=O)=O)N(C)C)C=C(C1)C1CC1